Di-tert-butyl 6,7-dihydro-1H-imidazo[4,5-c]pyridine-1,5(4H)-dicarboxylate N1(C=NC=2CN(CCC21)C(=O)OC(C)(C)C)C(=O)OC(C)(C)C